C1(=CC=CC=C1)NC=1C=CC2=C(NC=N2)C1 N-phenyl-1H-benzo[d]imidazol-6-amine